C1(=CC=CC=C1)C1=C2C=CC=CC2=C(C2=CC=CC=C12)C1=CC2=C(OC3=C2C=C2C=CC=CC2=C3)C=C1 2-(10-phenyl-9-anthryl)benzo[b]naphtho[2,3-d]furan